[O-][N+]1=CC(=CC=C1)N 1-oxidopyridin-1-ium-3-amine